C(C)O[Si](CCCSSSSCCC[Si](OCC)(OCC)OCC)(OCC)OCC bis(3-triethoxy silyl-propyl) tetrasulfide